ethyl (2E,4E)-5-(4-hydroxy-3-methoxyphenyl)penta-2,4-dienoate OC1=C(C=C(C=C1)/C=C/C=C/C(=O)OCC)OC